(R)-2-(4-(4-((tert-butoxycarbonyl)amino)phenyl)-1-oxoisoindolin-2-yl)-3-hydroxypropanoic acid C(C)(C)(C)OC(=O)NC1=CC=C(C=C1)C1=C2CN(C(C2=CC=C1)=O)[C@@H](C(=O)O)CO